CC1=CC=C(C=C1)/C(=C\\CN2CCCC2)/C3=CC=CC(=N3)/C=C/C(=O)O The molecule is a member of the class of pyridines that is (pyridin-2-yl)acrylic acid substituted at position 6 by a [(1E)-1-(4-methylphenyl)-3-(pyrrolidin-1-yl)prop-1-en-1-yl group. It is a non-sedating antihistamine used for treatment of hayfever, urticaria, and rhinitis. It has a role as a H1-receptor antagonist. It is an alpha,beta-unsaturated monocarboxylic acid, a member of pyridines, a N-alkylpyrrolidine and an olefinic compound.